2-(4-(3-isopropyl-2-(5-methyl-[1,2,4]triazolo[1,5-a]pyridin-8-yl)-1H-indol-5-yl)piperidin-1-yl)-N,N-dimethylacetamide C(C)(C)C1=C(NC2=CC=C(C=C12)C1CCN(CC1)CC(=O)N(C)C)C=1C=2N(C(=CC1)C)N=CN2